[N+](=O)([O-])C1=C(C=C(C(=C1)[N+](=O)[O-])F)N[C@@H](C)C(=O)O (2,4-dinitro-5-fluorophenyl)-L-alanine